N[C@@](CNC(COC)C1=CC=2N(N=C1)C=C(N2)[C@H](COC(C(F)(F)F)(C)C)NC(OC(C)(C)C)=O)(C(F)(F)F)C tert-butyl ((1R)-1-(7-(1-(((S)-2-amino-3,3,3-trifluoro-2-methylpropyl)amino)-2-methoxyethyl)imidazo[1,2-b]pyridazin-2-yl)-2-((1,1,1-trifluoro-2-methylpropan-2-yl)oxy)ethyl)carbamate